tert-butyl 4-((6-(trimethylstannyl)pyridin-3-yl)amino)piperidine-1-carboxylate C[Sn](C1=CC=C(C=N1)NC1CCN(CC1)C(=O)OC(C)(C)C)(C)C